iodopropan ICCC